19-(heptyloxy)-9,19-dioxononadecanoic acid C(CCCCCC)OC(CCCCCCCCCC(CCCCCCCC(=O)O)=O)=O